5-methoxy-N-(1-methylcyclopropyl)-2-(methylsulfinyl)pyrido[4,3-d]pyrimidin-4-amine COC1=NC=CC=2N=C(N=C(C21)NC2(CC2)C)S(=O)C